2-(methylsulfonyl)acetaldehyde CS(=O)(=O)CC=O